tert-butyl ((5-((3-(1-methyl-1H-pyrazol-4-yl)-5-(trifluoromethyl)phenyl)sulfonyl) thiazol-2-yl)methyl)carbamate CN1N=CC(=C1)C=1C=C(C=C(C1)C(F)(F)F)S(=O)(=O)C1=CN=C(S1)CNC(OC(C)(C)C)=O